N=1C=NN2C1C=C(C=C2)OC2=C(C(=C(C=C2)NC=2C1=C(N=CN2)C=CC(=N1)[C@H]1[C@@H]2CC[C@H](C1)N2C(=O)OC(C)(C)C)F)C |r| rac-tert-butyl (1S,2R,4R)-2-(4-((4-([1,2,4]triazolo[1,5-a]pyridin-7-yloxy)-2-fluoro-3-methylphenyl)amino)pyrido[3,2-d]pyrimidin-6-yl)-7-azabicyclo[2.2.1]heptane-7-carboxylate